[4,4-dimethyl-1-[[2-methyl-3-[[(2R,4S)-2-(trifluoromethyl)chroman-4-yl]carbamoyl]cyclopropyl]-pyridin-1-ium-3-yl-methyl]-6-oxo-hexahydropyrimidin-2-ylidene]ammonium CC1(NC(N(C(C1)=O)C(C=1C=[NH+]C=CC1)C1C(C1C(N[C@H]1C[C@@H](OC2=CC=CC=C12)C(F)(F)F)=O)C)=[NH2+])C